C1(CC1)N1CCN(CC1)C1=CC=C(C=C1)C=1C=C2C(=NC1)C=C(N2C)C=2C=C(C=CC2)S(=O)(=O)N(C)C 3-(6-(4-(4-cyclopropylpiperazin-1-yl)phenyl)-1-methyl-1H-pyrrolo[3,2-b]pyridin-2-yl)-N,N-dimethylbenzenesulfonamide